C(C)(C)(C)OC(=O)NCCOC1=CC=C(C[C@H](NC(=O)OCC2=CC=CC=3C4=CC=CC=C4CC23)C(=O)O)C=C1 O-[2-[[tert-butoxycarbonyl]amino]ethyl]-N-[fluorenylmethoxycarbonyl]tyrosine